(S)-1-(2-((6-((6-methoxy-2-methyl-1,2,3,4-tetrahydroisoquinolin-7-yl)amino)-1H-pyrazolo[3,4-d]pyrimidin-1-yl)methyl)piperidin-1-yl)ethan-1-one COC=1C=C2CCN(CC2=CC1NC1=NC=C2C(=N1)N(N=C2)C[C@H]2N(CCCC2)C(C)=O)C